3-hydroxy-2-(hydroxymethyl)propionic acid OCC(C(=O)O)CO